S(=O)(=O)(C1=CC=C(C)C=C1)N1C=CC=2C1=NC=CN2 5-tosyl-5H-pyrrolo[2,3-b]pyrazin